C(C=C)(=O)NC(CCO)O acryloyl-1,3-dihydroxypropylamine